silicate trihydrate O.O.O.[Si](O)(O)(O)O